The molecule is a prednisolone compound having an alpha-chloro substituent at the 7-position, an alpha-methyl substituent at the 16-position and O-propanoyl groups at the 17- and 21-positions. It has a role as an anti-inflammatory drug. It is a 20-oxo steroid, an 11beta-hydroxy steroid, a glucocorticoid, a steroid ester, a propanoate ester, a 3-oxo-Delta(1),Delta(4)-steroid and a chlorinated steroid. It derives from a prednisolone. CCC(=O)OCC(=O)[C@]1([C@@H](C[C@@H]2[C@@]1(C[C@@H]([C@H]3[C@H]2[C@@H](CC4=CC(=O)C=C[C@]34C)Cl)O)C)C)OC(=O)CC